(R)-N-(8-amino-5-methyl-4-oxo-2,3,4,5-tetrahydropyrido[4,3-b][1,4]thiazepin-3-yl)-5-benzyl-1H-1,2,4-triazole NC1=CC=2SC[C@@H](C(N(C2C=N1)C)=O)N1N=CN=C1CC1=CC=CC=C1